COC(=O)C1=CC=2C(N(C=C(C2S1)Br)C)=O 7-bromo-5-methyl-4-oxo-4,5-dihydrothieno[3,2-c]pyridine-2-carboxylic acid methyl ester